4,4-dimethyl-2-phenyl-N-(p-tolyl)pent-2-enamide CC(C=C(C(=O)NC1=CC=C(C=C1)C)C1=CC=CC=C1)(C)C